OCC=1C=C(C=C2C=CC3(N(C4=CC=CC=C4C3(C)C)CCO)OC12)[N+](=O)[O-] 2-(8-(Hydroxymethyl)-3',3'-dimethyl-6-nitrospiro[chromene-2,2'-indolin]-1'-yl)ethanol